tert-butyl (2R,3S,4S)-4-[(tert-butoxycarbonyl)oxy]-3-hydroxy-2-{[4-(1,3-oxazol-2-yl)phenyl]methyl}pyrrolidine-1-carboxylate C(C)(C)(C)OC(=O)O[C@@H]1[C@H]([C@H](N(C1)C(=O)OC(C)(C)C)CC1=CC=C(C=C1)C=1OC=CN1)O